(4-(difluoromethyl)-1-(2-(trifluoromethyl)phenyl)-1H-pyrazol-5-yl)-7-azaspiro[3.5]non-1-ene-7-carboxylic acid tert-butyl ester C(C)(C)(C)OC(=O)N1CCC2(CC=C2C2=C(C=NN2C2=C(C=CC=C2)C(F)(F)F)C(F)F)CC1